isopropyl 2-((5-acrylamido-4-((2-(dimethylamino)ethyl)(methyl)amino)-2-methoxyphenyl)amino)-4-(3,3-dimethyl-5-vinyl-2,3-dihydro-1H-pyrrolo[3,2-b]pyridin-1-yl)pyrimidine-5-carboxylate C(C=C)(=O)NC=1C(=CC(=C(C1)NC1=NC=C(C(=N1)N1CC(C2=NC(=CC=C21)C=C)(C)C)C(=O)OC(C)C)OC)N(C)CCN(C)C